ClC=1C=C(C=CC1Cl)[C@@H](C(=O)N(C)C)NS(=O)(=O)C1=CC=C(C=C1)OC(F)(F)F (S)-2-(3,4-dichlorophenyl)-N,N-dimethyl-2-((4-(trifluoromethoxy)phenyl)sulfonamido)acetamide